CS(=O)(=O)C1=CC=C(COC2=CC=C3CCNCC3=C2)C=C1 7-((4-(methanesulfonyl)benzyl)oxy)-1,2,3,4-tetrahydroisoquinoline